ethyl-4-(4-methoxyphenyl)-2,2-difluorobutan-3-enoate C(C)OC(C(C=CC1=CC=C(C=C1)OC)(F)F)=O